C(C)(C)(C)C1=C(C2=C(SC(=C2C#N)NC([O-])=O)C(=C1)F)B1OC(C(O1)(C)C)(C)C (tert-butyl 3-cyano-4-(4,4,5,5-tetramethyl-1,3,2-dioxaborolan-2-yl)-7-fluorobenzo[b]thiophene-2-yl)carbamate